C(CC)NC(C(=O)N[C@H](C(=O)N[C@H](C(=O)O)C)C)NCCC (S)-2-((S)-2-(2,2-dipropylaminoacetamido)propionamido)-propionic acid